[Cu].[Au].[Zn] zinc-gold-copper